(3R)-1-methyl-3-{[2-(1-methyl-1H-pyrazol-4-yl)-7-(trifluoromethyl)[1,2,4]triazolo[1,5-c]quinazolin-5-yl]amino}azepan-2-one CN1C([C@@H](CCCC1)NC1=NC=2C(=CC=CC2C=2N1N=C(N2)C=2C=NN(C2)C)C(F)(F)F)=O